8-(1-(methylamino)ethyl)pyrido[3,4-b]pyrazin-5(6H)-one CNC(C)C1=CNC(C2=NC=CN=C21)=O